2-(2-fluoro-3-(methoxy(oxetan-3-yl)methyl)phenyl)-4,4,5,5-tetramethyl-1,3,2-dioxaborolane FC1=C(C=CC=C1C(C1COC1)OC)B1OC(C(O1)(C)C)(C)C